2-(6-(pyrrolidin-1-yl)pyrazin-2-yl)oxazole-5-carboxylic acid N1(CCCC1)C1=CN=CC(=N1)C=1OC(=CN1)C(=O)O